6-amino-4-((2-(2-methoxyethoxy)ethyl)amino)nicotinonitrile NC1=NC=C(C#N)C(=C1)NCCOCCOC